C(C)(C)(C)OC(=O)N1C(CC(CC1)CN1C(C2=CC=CC=C2C1=O)=O)C 4-((1,3-dioxoisoindolin-2-yl)methyl)-2-methylpiperidine-1-carboxylic acid tert-butyl ester